butylene glycol dihexanoate C(CCCCC)(=O)OCCCCOC(CCCCC)=O